1-methyl-2-oxo-4-[4-(1H-pyrazol-3-yl)piperidin-1-yl]-1,2-dihydroquinoline-3-carbonitrile CN1C(C(=C(C2=CC=CC=C12)N1CCC(CC1)C1=NNC=C1)C#N)=O